N-[(2S,3R)-2-[(3',5'-difluoro[1,1'-biphenyl]-3-yl)methyl]-4,4-difluoro-1-(2-methyl-propanoyl)pyrrolidin-3-yl]methane-sulfonamide FC=1C=C(C=C(C1)F)C1=CC(=CC=C1)C[C@@H]1N(CC([C@@H]1NS(=O)(=O)C)(F)F)C(C(C)C)=O